N-morpholinyl-2,2-dichloroacetamide N1(CCOCC1)NC(C(Cl)Cl)=O